C1(CC1)N(CCC(C(=O)O)NC(=O)OC(CC)CC)CCCCC1=NC=2NCCCC2C=C1 4-[cyclopropyl-[4-(5,6,7,8-tetrahydro-1,8-naphthyridin-2-yl)butyl]amino]-2-(1-ethylpropoxycarbonylamino)butanoic acid